C(C)(C)(C)C=1C=C(C2=C(C(C(O2)=O)C2=CC=C(C=C2)OCCOC(CCCCCCCCCCCCCCCCC)=O)C1)C(C)(C)C 5,7-Di-tert-butyl-3-[4-(2-stearoyloxy-ethoxy)phenyl]benzofuran-2-on